ClC1=CC=C2CCCC(C2=C1)C=O 7-chloro-1,2,3,4-tetrahydronaphthalene-1-aldehyde